4-CYANO-3-PYRIDINECARBOXYLIC ACID C(#N)C1=C(C=NC=C1)C(=O)O